(2S,4S)-N-((R)-1-(4-carbamimidoylthiophen-2-yl)ethyl)-1-((4-(4-fluorophenoxy)benzoyl)glycyl)-4-(trifluoromethyl)pyrrolidine-2-carboxamide C(N)(=N)C=1C=C(SC1)[C@@H](C)NC(=O)[C@H]1N(C[C@H](C1)C(F)(F)F)C(CNC(C1=CC=C(C=C1)OC1=CC=C(C=C1)F)=O)=O